7-(cyclopropylmethyl)-3-{2-[(6,6-dimethylpiperidin-3-yl)amino]-5-(trifluoromethyl)pyrimidin-4-yl}-1H,4H,5H,6H,7H,8H-pyrrolo[2,3-c]azepin-8-one cerium (iii) nitrate [N+](=O)([O-])[O-].[Ce+3].C1(CC1)CN1C(C2=C(CCC1)C(=CN2)C2=NC(=NC=C2C(F)(F)F)NC2CNC(CC2)(C)C)=O.[N+](=O)([O-])[O-].[N+](=O)([O-])[O-]